N-(2-(diethylamino)ethyl)-5-(4-hydroxy-3-methoxyphenyl)thiophene-2-carboxamide hydrochloride Cl.C(C)N(CCNC(=O)C=1SC(=CC1)C1=CC(=C(C=C1)O)OC)CC